[Na].N1N=C(C=C1)C1=NN2C(=NC=3C=CC=CC3C2=N1)N[C@H]1C(NCCCC1)=O (3R)-3-{[2-(1H-pyrazol-3-yl)[1,2,4]triazolo[1,5-c]quinazolin-5-yl]amino}azepan-2-one sodium